spiro[3.5]nonane-7-sulfonyl chloride C1CCC12CCC(CC2)S(=O)(=O)Cl